C(#N)C=1C=C(C=CC1)N1N=CC(=C1)[C@@H](C(=O)NC1=CC(=NN1)C1CC1)C (S)-2-(1-(3-cyanophenyl)-1H-pyrazol-4-yl)-N-(3-cyclopropyl-1H-pyrazol-5-yl)propanamide